[(Z)-[amino-[5-(1-cyanocyclopropyl)-3-[(S)-ethylsulfinyl]-2-pyridyl]methylene]amino] 4-chlorobenzenesulfonate ClC1=CC=C(C=C1)S(=O)(=O)O\N=C(\C1=NC=C(C=C1[S@@](=O)CC)C1(CC1)C#N)/N